C(#N)C[C@@H]1N(CCN(C1)C=1C2=C(N=C(N1)Cl)C(=C(N=C2)Cl)F)C(=O)OC(C)(C)C tert-butyl (2S)-2-(cyanomethyl)-4-(2,7-dichloro-8-fluoro-pyrido[4,3-d]pyrimidin-4-yl)piperazine-1-carboxylate